C1(CCCCC1)NC1=C(C=C(C=C1)S(=O)(=O)NCCN(C)C)NCC1=CC=NC=C1 4-(cyclohexylamino)-N-(2-(dimethylamino)ethyl)-3-((pyridin-4-ylmethyl)amino)benzenesulfonamide